COC(=O)[C@H]1[C@@H](C1)C(=O)C=1SC2=C(C1)C=C(C(=C2)OC)O trans-2-(5-hydroxy-6-methoxy-benzothiophene-2-carbonyl)cyclopropanecarboxylic acid methyl ester